4-amino-1-methyl-N-((5-(trifluoromethyl)pyridin-2-yl)methyl)-N'-(1,1,1-trifluoropropan-2-yl)-1H-pyrazolo[4,3-c]quinoline-8-carbohydrazide NC1=NC=2C=CC(=CC2C2=C1C=NN2C)C(=O)N(NC(C(F)(F)F)C)CC2=NC=C(C=C2)C(F)(F)F